2-(3,3-dimethylbutylamino)-N,N-dimethyl-5-nitrobenzenesulfonamide CC(CCNC1=C(C=C(C=C1)[N+](=O)[O-])S(=O)(=O)N(C)C)(C)C